6-(6-chloropyrimidin-4-yl)-3-fluoro-2-methylpyrazolo[1,5-a]pyrimidine ClC1=CC(=NC=N1)C=1C=NC=2N(C1)N=C(C2F)C